2-(1-(2-(methylthio)propanoyl)piperidin-2-yl)-5-(p-tolyl)-1H-imidazolium carboxyformate C(=O)(O)C(=O)[O-].CSC(C(=O)N1C(CCCC1)C=1NC(=C[NH+]1)C1=CC=C(C=C1)C)C